3-chloro-N-ethyl-1-(pyridin-3-yl)-1H-pyrazol-amine ClC1(NN(C=C1)C=1C=NC=CC1)NCC